(S)-3-((3-cyclopropyl-5-((piperidin-3-yl)oxy)pyrazolo[1,5-a]pyrimidin-7-yl)amino)-5-methylbenzonitrile C1(CC1)C=1C=NN2C1N=C(C=C2NC=2C=C(C#N)C=C(C2)C)O[C@@H]2CNCCC2